2-chloro-5-(1,3-dioxoisoindol-2-yl)-4-fluorobenzenesulfonyl chloride ClC1=C(C=C(C(=C1)F)N1C(C2=CC=CC=C2C1=O)=O)S(=O)(=O)Cl